4-ethoxy-2-fluorobenzamide hydrochloride Cl.C(C)OC1=CC(=C(C(=O)N)C=C1)F